CCCCCCCCCCCCCCC(COC(=O)CCCCCCCCCCCCCCC(C)C)O cetyl glycol isostearate